CC1=C2CC(CN(C2=CC=C1)C(=O)C1=C(C=CC(=C1)N1N=C(N=C1)C(C)C)OC)C(F)(F)F [3,4-dihydro-5-methyl-3-(trifluoromethyl)-1(2H)-quinolin-yl][2-methoxy-5-[3-(1-methylethyl)-1H-1,2,4-triazol-1-yl]phenyl]methanone